FC1(C(N(C2=C(N(C1)C(C)C)N=C(N=C2)NC2=C(C=C(C(=O)O)C=C2)C)C)=O)F 4-((7,7-difluoro-9-isopropyl-5-methyl-6-oxo-6,7,8,9-tetrahydro-5H-pyrimido[4,5-b][1,4]diazepin-2-yl)amino)-3-methylbenzoic acid